2-bromo-6-(2-methoxyethoxy)pyrazine BrC1=NC(=CN=C1)OCCOC